C(CCCCCCC)OC(O)C(O)CO octoxyglycerol